BrC1=C2C(=C(C(=CC2=CC=C1)O)F)Cl 5-bromo-4-chloro-3-fluoronaphthalen-2-ol